2-octyldodecylmyristate C(CCCCCCC)C(COC(CCCCCCCCCCCCC)=O)CCCCCCCCCC